[Si](C)(C)(C(C)(C)C)O[C@@H](CN1C(C2=CC=CC=C2C1=O)=O)C1CC1 2-[(2R)-2-{[tert-Butyl(dimethyl)silyl]oxy}-2-cyclopropylethyl]-1H-isoindole-1,3(2H)-dione